2-(4-fluoro-2-isopropoxy-5-(trifluoromethyl)phenyl)-1-oxo-1,2-dihydroisoquinoline-3-carbaldehyde FC1=CC(=C(C=C1C(F)(F)F)N1C(C2=CC=CC=C2C=C1C=O)=O)OC(C)C